4,5,7-trichloro-6-fluoro-1-(2-isopropyl-4-methylpyridin-3-yl)pyrido[2,3-d]pyrimidin-2(1H)-one ClC=1C2=C(N(C(N1)=O)C=1C(=NC=CC1C)C(C)C)N=C(C(=C2Cl)F)Cl